4-(3-(2-chloroacetyl)-2,5-dimethyl-4-(4-(methylsulfonyl)butyl)-1H-pyrrol-1-yl)benzonitrile ClCC(=O)C1=C(N(C(=C1CCCCS(=O)(=O)C)C)C1=CC=C(C#N)C=C1)C